Cl.N1(CCOCC1)CC=1C=C(C=CC1)B(O)O [3-(MORPHOLIN-4-YLMETHYL)PHENYL]BORONIC ACID HYDROCHLORIDE